9-[1-(4-chloro-2-fluorophenyl)ethyl]-1,2,3,4-tetrahydrobenzo[4,5]imidazo[1,2-a]pyrazine TFA salt OC(=O)C(F)(F)F.ClC1=CC(=C(C=C1)C(C)C1=CC=CC2=C1N=C1N2CCNC1)F